8-[(2S,5R)-4-[(4-cyano-2,6-difluorophenyl)methyl]-2,5-dimethylpiperazin-1-yl]-5-methyl-6-oxo-5,6-dihydro-1,5-naphthyridine-2-carbonitrile C(#N)C1=CC(=C(C(=C1)F)CN1C[C@@H](N(C[C@H]1C)C1=CC(N(C=2C=CC(=NC12)C#N)C)=O)C)F